3-[7-(Difluoromethoxy)-1,4-dimethyl-1H-benzotriazol-5-yl]-3-[7-(hydroxymethyl)-1-benzothien-5-yl]propionic acid ethyl ester C(C)OC(CC(C=1C=C(C2=C(C=CS2)C1)CO)C1=C(C2=C(N(N=N2)C)C(=C1)OC(F)F)C)=O